Bis-(2,4,6-tri-O-acetyl-3-azido-β-D-galactopyranosyl)-sulfane C(C)(=O)O[C@H]1[C@@H](O[C@@H]([C@@H]([C@@]1(O)N=[N+]=[N-])OC(C)=O)COC(C)=O)S[C@H]1[C@H](OC(C)=O)[C@@](O)([C@@H](OC(C)=O)[C@H](O1)COC(C)=O)N=[N+]=[N-]